COC(=O)C=1C=2C=CC(=NC2C(=CC1)Br)C12CCC(CC1)(CC2)I 8-bromo-2-(4-iodobicyclo[2.2.2]oct-1-yl)quinoline-5-carboxylic acid methyl ester